ClC=1C=C2C3=C(C(=NC2=C(C1)F)OS(=O)(=O)C(F)(F)F)CC1CCC3N1C(=O)OC(C)(C)C tert-butyl 2-chloro-4-fluoro-6-(((trifluoromethyl) sulfonyl) oxy)-8,9,10,11-tetrahydro-7H-8,11-epiminocyclohepta[c]quinoline-12-carboxylate